3,3-bis(4-hydroxyphenyl)-2-butanone OC1=CC=C(C=C1)C(C(C)=O)(C)C1=CC=C(C=C1)O